methyl 4-((tert-butoxycarbonyl)amino)-2-(methylthio)thiazole-5-carboxylate C(C)(C)(C)OC(=O)NC=1N=C(SC1C(=O)OC)SC